(S)-tert-butyl (1-(4-aminobenzoyl)pyrrolidin-3-yl)(isopropyl)carbamate NC1=CC=C(C(=O)N2C[C@H](CC2)N(C(OC(C)(C)C)=O)C(C)C)C=C1